4-Amino-3-(((5-(methylthio)pyrimidin-2-yl)amino)methyl)butanamide dihydrochloride salt Cl.Cl.NCC(CC(=O)N)CNC1=NC=C(C=N1)SC